FC(C(=O)O)(F)F.COC=1C=C2C(=CC=NC2=CC1OC)N1CCCC2=CC(=CC=C12)N1C(N(CC1=O)C=1C=NC=C(C1)C(F)(F)F)=O 3-(6',7'-dimethoxy-3,4-dihydro-2H-1,4'-biquinolin-6-yl)-1-[5-(trifluoromethyl)-3-pyridinyl]-2,4-imidazolidinedione trifluoroacetate